C(C)(C)(C)OC(=O)N1CCOC2(C1)CCN(CC2)C(NC=2SC(=C(N2)C2=CC(=CC=C2)C#N)C=2C=C1C(=NC=NC1=CC2)C)=O 9-[[4-(3-cyanophenyl)-5-(4-methyl-quinazolin-6-yl)thiazol-2-yl]carbamoyl]-1-oxa-4,9-diazaspiro[5.5]undecane-4-carboxylic acid tert-butyl ester